CC1=NOC(O1)=O 3-methyl-1,4,2-dioxazol-5-one